3-(2H-1,2,3-triazol-2-yl)aniline (3S,4R)-4-{[5-chloro-7-(3,3-difluorobutan-2-yl)-6-iodopyrrolo[2,1-f][1,2,4]triazin-2-yl]amino}oxan-3-yl-acetate ClC=1C(=C(N2N=C(N=CC21)N[C@H]2[C@@H](COCC2)CC(=O)O)C(C)C(C)(F)F)I.N=2N(N=CC2)C=2C=C(N)C=CC2